ClC1=CC=NC=C1C=O 4-chloro-nicotinaldehyde